diethyl 2-(((2s,3r,4r,5r)-3-azido-5-(6-(N-(tert-butoxycarbonyl) amino)-2-chloro-9H-purin-9-yl)-4-((tert-butyldimethylsilyl) oxy) tetrahydrofuran-2-yl) methoxy)-2-benzylmalonate N(=[N+]=[N-])[C@@H]1[C@H](O[C@H]([C@@H]1O[Si](C)(C)C(C)(C)C)N1C2=NC(=NC(=C2N=C1)NC(=O)OC(C)(C)C)Cl)COC(C(=O)OCC)(C(=O)OCC)CC1=CC=CC=C1